4-(Dimethylamino)-6-(6-(methyl(2,2,6,6-tetramethylpiperidin-4-yl)amino)pyridazin-3-yl)chinolin-7-ol CN(C1=CC=NC2=CC(=C(C=C12)C=1N=NC(=CC1)N(C1CC(NC(C1)(C)C)(C)C)C)O)C